C1(CC1)CN1C(NC(C2=CC(=CC=C12)S(=O)(=O)NC1(CC1)CF)=O)=O 1-(cyclopropylmethyl)-N-[1-(fluoromethyl)cyclopropyl]-2,4-dioxo-quinazoline-6-sulfonamide